CN(CCN)C 2-Dimethylaminoethylamin